FC1=C(C(=O)N)C(=CC=C1)C 2-fluoro-6-methylbenzamide